C(C)OC(=O)C1=C(N=C(S1)NC1=NC(=CC(=N1)N1CCN(CC1)C(C)=O)NCC1=CC=C(C=C1)S(=O)(=O)C)C 2-[[4-(4-acetyl-1-piperazinyl)-6-[[[4-(methylsulfonyl)phenyl]methyl]amino]-2-pyrimidinyl]amino]-4-methyl-5-thiazolecarboxylic acid ethyl ester